FC=1C=C(C=NC1)C1=NC(=C2N=CN(C2=N1)[C@H]1[C@@H]([C@@H]([C@H](S1(=O)=O)C(=O)NC)O)O)NCC1=NC(=CC=C1)C (2S,3S,4R,5R)-5-(2-(5-fluoropyridin-3-yl)-6-(((6-methylpyridin-2-yl)methyl)-amino)-9H-purin-9-yl)-3,4-dihydroxyl-N-methyltetrahydrothiophen-2-formamide 1,1-dioxide